(4-methylbenzimidazol-1-yl)isoquinoline CC1=CC=CC=2N(C=NC21)C2=NC=CC1=CC=CC=C21